5'-Chloro-4-methyl-N-(4-methylthiazol-2-yl)-[3,4'-bipyridine]-2'-carboxamide ClC=1C(=CC(=NC1)C(=O)NC=1SC=C(N1)C)C=1C=NC=CC1C